C1(=CC=CC=C1)C1=C(C=C(C=C1)C1=CC=CC=C1)C1=CC=C(C=C1)C1=CC=C(C=C1)NC1=CC=CC=C1 (2'',5''-diphenyl-[1,1':4',1'']terphenyl-4-yl)-phenylamine